FC1=C(C(=CC=C1)F)C1=CC=C(C=C1)C(C)C 2,6-difluoro-4'-isopropyl-[1,1'-biphenyl]